L-7-hydroxybutylphthalide OCCCCC=1C=CC=C2COC(=O)C12